NC1=NC(=CC(=N1)N1[C@@H](COCCC1)C=1C=C(C=CC1Cl)NC(CCO)=O)C |r| (±)-N-[3-[4-(2-amino-6-methyl-pyrimidin-4-yl)-1,4-oxazepan-3-yl]-4-chloro-phenyl]-3-hydroxy-propionamide